6-Chloro-4-((3-fluoro-2-methoxyphenyl)amino)-N-(methyl-d3)pyridazine-3-carboxamide ClC1=CC(=C(N=N1)C(=O)NC([2H])([2H])[2H])NC1=C(C(=CC=C1)F)OC